7-(2-oxa-6-azaspiro[3.3]heptan-6-yl)-4-(o-tolyl)-2H-pyrano[2,3-b]pyridin-2-one C1OCC12CN(C2)C2=CC=C1C(=N2)OC(C=C1C1=C(C=CC=C1)C)=O